C1(=CC=CC=C1)N1C2=CC=CC=C2C=2C=CC(=CC12)C1=CN=CC2=CC=CC=C12 4-(9-phenyl-9H-carbazole-2-yl)isoquinoline